N1CC(C1)S(=O)(=O)C1=CC=C(OC[C@H]2C[C@H](N(C2)CCC=2C=C(C#N)C=CC2)C)C=C1 3-{2-[(2R,4S)-4-{[4-(azetidine-3-sulfonyl)phenoxy]Methyl}-2-methylPyrrolidin-1-yl]Ethyl}benzonitrile